CN(C(=O)C=1C=C2N=C(C=NC2=CC1)C=1C=C2C=CN(C(C2=CC1)=O)C)CC1OCC1 N-methyl-3-(2-methyl-1-oxo-1,2-dihydro-6-isoquinolinyl)-N-(2-oxetanylmethyl)-6-quinoxalinecarboxamide